NC1=NC=CC2=C1N=C(N=C2)C=2C=C(C=CC2)C#C[C@@]2(CCC=1C2=NC=CC1)O (R)-7-[2-[3-(8-Aminopyrido[3,4-d]pyrimidin-2-yl)phenyl]ethynyl]-5,6-dihydrocyclopenta[b]pyridin-7-ol